4-chloro-1-(1-(4-(5-(dimethylamino)pyridazin-3-yl)-1H-1,2,3-triazol-1-yl)ethyl)pyridin-2(1H)-one ClC1=CC(N(C=C1)C(C)N1N=NC(=C1)C=1N=NC=C(C1)N(C)C)=O